2-[3'-tert.-butyl-2'-hydroxy-5'-(2-octyloxycarbonylethyl)phenyl]-5-chlorobenzotriazole C(C)(C)(C)C=1C(=C(C=C(C1)CCC(=O)OCCCCCCCC)N1N=C2C(=N1)C=CC(=C2)Cl)O